(4-chloro-6-fluoropyridin-3-yl)boronic acid ClC1=C(C=NC(=C1)F)B(O)O